2-acetamido-N-[(1r,3s)-3-{[6-fluoro-2-(trifluoromethyl)quinolin-4-yl]amino}cyclohexyl]pyridine-4-carboxamide Tin [Sn].C(C)(=O)NC1=NC=CC(=C1)C(=O)N[C@H]1C[C@H](CCC1)NC1=CC(=NC2=CC=C(C=C12)F)C(F)(F)F